ClC1=C(C=CC(=C1)Cl)C=1CCCC2=C(C1C1=CC=C(C=C3CN(C3)C(=O)OC(C)(C)C)C=C1)C=CC(=C2)C(=O)OC tert-butyl 3-(4-(8-(2,4-dichlorophenyl)-3-(methoxycarbonyl)-6,7-dihydro-5H-benzo[7]annulen-9-yl)benzylidene)azetidine-1-carboxylate